3-isobutyl-2-thioxo-7H-purin-6-one C(C(C)C)N1C(NC(C=2NC=NC12)=O)=S